N-(2-(2-oxa-6-azaspiro[3.3]heptan-6-yl)pyrimidin-4-yl)-3-(2-fluoro-4-methoxyphenyl)isoxazol C1OCC12CN(C2)C2=NC=CC(=N2)N2OC=CC2C2=C(C=C(C=C2)OC)F